7-chlorofuro[3,2-B]pyridine ClC1=C2C(=NC=C1)C=CO2